FC(OC=1C=C(C=CC1F)N1N=C(C=C1C)N1CCNCC1)F 1-[1-[3-(difluoromethoxy)-4-fluoro-phenyl]-5-methyl-pyrazol-3-yl]piperazine